(R)-4-(4-(3-Amino-6-(2-hydroxyphenyl)pyridazin-4-yl)morpholin-2-yl)-2,5-dimethylbenzoic acid NC=1N=NC(=CC1N1C[C@H](OCC1)C1=CC(=C(C(=O)O)C=C1C)C)C1=C(C=CC=C1)O